BrC=1C=NN(C1)C1=C(C=C(C=C1)NC(CC1=C(C=C(C(=C1)F)F)Cl)=O)S(N)(=O)=O N-[4-(4-bromo-1H-pyrazol-1-yl)-3-sulfamoylphenyl]-2-(2-chloro-4,5-difluorophenyl)acetamide